7-BROMO-1H-PYRROLO[2,3-C]PYRIDINE-3-CARBALDEHYDE BrC=1N=CC=C2C1NC=C2C=O